3-((4-methyl-1H-indol-5-yl)oxy)benzonitrile CC1=C2C=CNC2=CC=C1OC=1C=C(C#N)C=CC1